2-BROMO-3-METHYLBUTYRALDEHYDE BrC(C=O)C(C)C